C(CCCCCCC)C(CCCCCCCC)OC(CCCCCCCN(CCOC(=O)OCCN(CCCCCCCC(=O)OC(CCCCCCCC)CCCCCCCC)CCCCCC(OCCCCCCCCCCC)=O)CCCCCC(OCCCCCCCCCCC)=O)=O 1-octylnonyl 8-[2-[2-[[8-(1-octylnonoxy)-8-oxo-octyl]-(6-oxo-6-undecoxy-hexyl)amino]ethoxycarbonyloxy]ethyl-(6-oxo-6-undecoxy-hexyl)amino]octanoate